1-(5-(1,8-naphthyridin-3-yl)pyrrolo[2,1-f][1,2,4]triazin-2-yl)-N4,N4-dimethylcyclohexane-1,4-diamine N1=CC(=CC2=CC=CN=C12)C=1C=CN2N=C(N=CC21)C2(CCC(CC2)N(C)C)N